[6-[(2,4-difluorophenyl)methyl]-2-azaspiro[3.3]heptan-2-yl]-[6-[5-(1-hydroxycyclopropyl)-4H-1,2,4-triazol-3-yl]-2-azaspiro[3.3]heptan-2-yl]methanone FC1=C(C=CC(=C1)F)CC1CC2(CN(C2)C(=O)N2CC3(C2)CC(C3)C3=NN=C(N3)C3(CC3)O)C1